(4-ethoxyphenyl)ethan-1-one C(C)OC1=CC=C(C=C1)C(C)=O